NC1C(C2NC(C1)C2)C(=O)O 3-amino-6-azabicyclo[3.1.1]heptane-2-carboxylic acid